(S)-7-(chloromethyl)-4-(cyclopropylethynyl)-6-methyl-4-(trifluoromethyl)-3,4-dihydroquinazolin-2(1H)-one ClCC1=C(C=C2[C@](NC(NC2=C1)=O)(C(F)(F)F)C#CC1CC1)C